SCCCCCCNC(OC(C)(C)C)=O tert-butyl (6-mercaptohexyl)carbamate